3-cyano-4-(5-((2-(5-cyclopropylindolin-1-yl)-2-oxoethyl)thio)-1H-tetrazol-1-yl)benzoic acid C(#N)C=1C=C(C(=O)O)C=CC1N1N=NN=C1SCC(=O)N1CCC2=CC(=CC=C12)C1CC1